O[C@@H]1C[C@H](N(C1)C([C@H](C(C)C)N1C(C2=CC=CC=C2C1)=O)=O)C(=O)NCC1=C(OCCCNC(OC(C)(C)C)=O)C=C(C=C1)C1=C(N=CS1)C tert-butyl (3-(2-(((2S,4R)-4-hydroxy-1-((S)-3-methyl-2-(1-oxoisoindolin-2-yl)butanoyl)pyrrolidine-2-carboxamido)methyl)-5-(4-methylthiazol-5-yl)phenoxy)propyl)carbamate